4-(4-((Tetrahydro-2H-pyran-2-yl)oxy)butoxy)benzaldehyde O1C(CCCC1)OCCCCOC1=CC=C(C=O)C=C1